4-Chloro-N-(3-methoxypropyl)-2-(2-methylbenzamido)benzamide ClC1=CC(=C(C(=O)NCCCOC)C=C1)NC(C1=C(C=CC=C1)C)=O